2-(4-Bromo-2-fluoro-3-methyl-phenyl)acetic acid methyl ester COC(CC1=C(C(=C(C=C1)Br)C)F)=O